BrC=1C=C2C(=NC=NC2=CC1F)NC1=C(C(=C(C=C1)Cl)Cl)F 6-bromo-N-(3,4-dichloro-2-fluorophenyl)-7-fluoroquinazolin-4-amine